ClC=1C(=C(C=O)C(=C(C1OCF)C\C=C(\C=C\[C@@]1([C@H]([C@H](CC[C@H]1C)NC1CC1)C)C)/C)O)C 3-chloro-5-((2E,4E)-5-((1R,2R,3S,6R)-3-(cyclopropylamino)-1,2,6-trimethylcyclohexyl)-3-methylpenta-2,4-dien-1-yl)-4-(fluoromethoxy)-6-hydroxy-2-methylbenzaldehyde